C(CCCCCCCCCC)(O)O Undecandiol